C(C)(C)OC(=O)N1[C@H](CN(CC1)CC1=C(C(=CC(=C1)Cl)N=C=S)C)C (2S)-4-[(5-chloro-3-isothiocyanato-2-methyl-phenyl)methyl]-2-methyl-piperazine-1-carboxylic acid isopropyl ester